ClC1=C(C=CC(=C1)C1NCCCC1)N1C=NC(=C1)C1=NC(=NC=C1C(F)(F)F)N[C@@H]1[C@@H](CN(CC1)S(=O)(=O)C)C (1-(2-chloro-4-(piperidin-2-yl)phenyl)-1H-imidazol-4-yl)-N-((3R,4S)-3-methyl-1-(methylsulfonyl)piperidin-4-yl)-5-(trifluoromethyl)pyrimidin-2-amine